N1=CC=C(C=C1)C=1C=NN2CCOC3=C(C12)C=CC(=C3)OCC3=NC1=C(N3C)C=CC=C1 1-pyridin-4-yl-8-((1-methyl-1H-benzo[d]imidazol-2-yl)methoxy)-4,5-dihydro-6-oxa-3,3a-diaza-benzo-azulene